CN1CCN(CC1)C(=O)\C(\C#N)=C\C=1OC(=CC1)C1=NC=2C(=C3C(=NC2)NC=C3)N1C1=CC=CC=C1 (E)-2-(4-methylpiperazine-1-carbonyl)-3-(5-(1-phenyl-1,6-dihydroimidazo[4,5-d]pyrrolo[2,3-b]pyridin-2-yl)furan-2-yl)acrylonitrile